COC(C(C)(C)C1=CC(=C2[C@H]3[C@H](C(OC2=C1)(C)C)CCC(C3)=O)O)=O Methyl-2-((6aR,10aR)-6a,7,8,9,10,10a-hexahydro-1-hydroxy-6,6-dimethyl-9-oxo-6H-benzo[c]chromen-3-yl)-2-methylpropanoate